C(C)OC(=O)C1=NC=CC(=C1)C(F)(F)F 4-(trifluoromethyl)-2-pyridinecarboxylic acid ethyl ester